((7R)-7-Amino-2-azabicyclo[2.2.1]heptan-2-yl)(2-(1-(cyclopropylmethyl)-6-(3-methyl-[1,2,4]triazolo[4,3-a]pyridin-7-yl)-1H-indol-2-yl)-3-methylbenzofuran-6-yl)methanone N[C@H]1C2N(CC1CC2)C(=O)C2=CC1=C(C(=C(O1)C=1N(C3=CC(=CC=C3C1)C1=CC=3N(C=C1)C(=NN3)C)CC3CC3)C)C=C2